C1(C=C1)CCC(=O)[O-] 3-(cycloprop-2-en-1-yl)propanoat